2-(3-(2-((1,2-dimethylhydrazino) methyl)-1H-indol-1-yl) propionamido)-3-oxopropane-1-sulfonate CN(NC)CC=1N(C2=CC=CC=C2C1)CCC(=O)NC(CS(=O)(=O)[O-])C=O